BrC1=CC(=C(C=C1)C1=NN2C(N=C(C=C2C2=CC=CC=C2)C(=O)[O-])=C1)F.[Li+] Lithium 2-(4-bromo-2-fluorophenyl)-7-phenylpyrazolo[1,5-a]pyrimidine-5-carboxylate